C1(=CC=CC=C1)CS(=O)(=O)OC1=C(O[C@](C1=O)([2H])C1=C(C(=C(C(=C1[2H])[2H])C(F)(F)F)[2H])[2H])N (R)-2-amino-4-oxo-5-(4-(trifluoromethyl)phenyl-2,3,5,6-d4)-4,5-dihydrofuran-3-yl-5-d phenylmethanesulfonate